2,6-dichloro-9-(difluoromethyl)-9H-purine ClC1=NC(=C2N=CN(C2=N1)C(F)F)Cl